C1(CC1)C1=NC=C(C(=O)NC2=CC(=CC=C2)[C@H](C)NC2=CN=C3C(=N2)N(N=C3)C)C=C1 (S)-6-cyclopropyl-N-(3-(1-((1-methyl-1H-pyrazolo[3,4-b]pyrazin-6-yl)amino)ethyl)phenyl)nicotinamide